FC1(OC2=C(O1)C=CC(=C2)[C@H](C)NC2=NC=CC(=C2)N2N=C(C=1CCC[C@@H](C21)NC2=CC=C(C(=O)OC)C=C2)C(F)(F)F)F methyl 4-(((S)-1-(2-(((S)-1-(2,2-difluorobenzo[d][1,3]dioxol-5-yl)ethyl)amino)pyridine-4-yl)-3-(trifluoromethyl)-4,5,6,7-tetrahydro-1H-indazol-7-yl)amino)benzoate